tert-butyl (2R)-2-{[(4-{3-[(3-fluoro-2-methoxyphenyl)amino]-4-oxo-1H,5H,6H,7H-pyrrolo[3,2-c]pyridin-2-yl}pyridin-3-yl)oxy]methyl}azetidine-1-carboxylat FC=1C(=C(C=CC1)NC1=C(NC2=C1C(NCC2)=O)C2=C(C=NC=C2)OC[C@@H]2N(CC2)C(=O)OC(C)(C)C)OC